OC=1C=C(C=CC1OC)C1OC=2C(S1)CC=CC2 2-(3-hydroxy-4-methoxyphenyl)-4H-1,3-benzooxathiolene